C(=O)(OC(C)(C)C)N1C2CNC(C1)CC2 2-Boc-2,5-diazabicyclo(2.2.2)octane